ClC1=NC=C(C(=C1)N1C[C@H](CCC1)NC(OC(C)(C)C)=O)C=1C=NC(=CC1)C1CCN(CC1)C tert-butyl N-[(3S)-1-[2-chloro-5-[6-(1-methyl-4-piperidyl)-3-pyridyl]-4-pyridyl]-3-piperidyl]carbamate